C1(CC1)CC=1NC=2N(C(C1)=O)N=C(N2)NCC2=C(C=C(C=C2)Cl)Cl 5-(cyclopropylmethyl)-2-[(2,4-dichlorophenyl)methylamino]-4H-[1,2,4]triazolo[1,5-a]-pyrimidin-7-one